NC(CC[C@@H](C1=CC(=CC=C1)OC)NC(=O)N1CC2=C(C=CC(=C2CC1)C1=CC=C(C=C1)C(F)(F)F)N1CCOCC1)=O (S)-N-(4-amino-1-(3-methoxyphenyl)-4-oxobutyl)-8-morpholino-5-(4-(trifluoromethyl)phenyl)-3,4-dihydroisoquinoline-2(1H)-carboxamide